2-{[6-(morpholin-4-yl)-5-(trifluoromethyl)pyridin-2-yl]methyl}-3-oxobutanenitrile N1(CCOCC1)C1=C(C=CC(=N1)CC(C#N)C(C)=O)C(F)(F)F